2,3-dihydrobenzo[b][1,4]Oxazepine O1C2=C(N=CCC1)C=CC=C2